nitroso-carbon N(=O)[C]